[(1S)-1-(4-bromo-3-methylphenyl)-2,2,2-trifluoroethyl](methyl)amine hydrochloride Cl.BrC1=C(C=C(C=C1)[C@@H](C(F)(F)F)NC)C